(Z)-1-(3-(5-methyl-2-(3,3,3-trifluoropropoxy)phenyl)-4-oxothiazolidin-2-ylidene)-3-(2-methyl-4-(1-(3-(trifluoromethoxy)phenyl)-1H-1,2,4-triazol-3-yl)phenyl)urea CC=1C=CC(=C(C1)N1/C(/SCC1=O)=N/C(=O)NC1=C(C=C(C=C1)C1=NN(C=N1)C1=CC(=CC=C1)OC(F)(F)F)C)OCCC(F)(F)F